C(C)(C)OC1=CC2=C(CN(CCC2)C2=CC(=C(C(=C2)C)NC(CC(C)(C)C)=O)C)C=C1 N-(4-(7-isopropoxy-1,3,4,5-tetrahydro-2H-benzo[c]azepin-2-yl)-2,6-dimethylphenyl)-3,3-dimethylbutyramide